12-oxo-7-phenyl-7-azadispiro[2.1.45.33]dodec-10-ene-11-carbonitrile O=C1C(=CC2(CC13CC3)CN(CC2)C2=CC=CC=C2)C#N